2-(4-(aminomethyl)-2-((7-bromobenzofuran-5-yl)methoxy)phenyl)acetic acid ethyl ester C(C)OC(CC1=C(C=C(C=C1)CN)OCC=1C=C(C2=C(C=CO2)C1)Br)=O